3-(2,2,2-trifluoroethoxy)benzene FC(COC=1C=CC=CC1)(F)F